CN1N=C(C=C1)CN1C(C=C(C2=C1N=C(N=C2)SC)C#C[Si](C(C)C)(C(C)C)C(C)C)=O 8-((1-methyl-1H-pyrazol-3-yl)methyl)-2-(methylthio)-5-((triisopropylsilyl)ethynyl)pyrido[2,3-d]pyrimidin-7(8H)-one